N1(CCOCC1)[C@H]1CN(CC1)C(=O)OCC1=CC=CC=C1 benzyl (3R)-3-(morpholin-4-yl)pyrrolidine-1-carboxylate